2,2,2-trifluoroethyl 2-oxo-2-[(2S,5R)-4-(2,2-dimethylpropyl)-5-methyl-2-phenyl-piperazin-1-yl]acetate O=C(C(=O)OCC(F)(F)F)N1[C@H](CN([C@@H](C1)C)CC(C)(C)C)C1=CC=CC=C1